FC1=C(C=CC=C1F)C=1C=C2C(=NNC2=CC1)C(=O)NC1COCC1 5-(2,3-Difluorophenyl)-N-(tetrahydrofuran-3-yl)-1H-indazole-3-carboxamide